O(C)[Si]1(SCCC1)OC 2,2-dimethoxyl-1-thia-2-silacyclopentane